ClC1C(C(C1(F)F)(F)F)Cl 1,2-dichloro-3,3,4,4-tetrafluorocyclobutane